BrCC1=CC=C(C=C1)B(O)O (4-(bromomethyl)phenyl)boronic acid